5-oxo-N-{4-[3-(pyridin-3-yl)-1,2,4-oxadiazol-5-yl]Phenyl}-1-[(pyridin-3-yl)methyl]Pyrrolidine-3-carboxamide O=C1CC(CN1CC=1C=NC=CC1)C(=O)NC1=CC=C(C=C1)C1=NC(=NO1)C=1C=NC=CC1